selenylflavanone [SeH]C1(OC2=CC=CC=C2C(C1)=O)C1=CC=CC=C1